ClC1=C(N)C=CC(=C1Cl)OC1=NN(C=C1)C 2,3-dichloro-4-((1-methyl-1H-pyrazol-3-yl)oxy)aniline